C1(CC1)[C@@H](NC(=O)[C@]1(N(CC1)C(C1=CC(=CC=C1)S(=O)(=O)C)=O)C)C1=C(C=C(C(=C1)F)C(F)(F)F)F (2S)-N-((R)-cyclopropyl(2,5-difluoro-4-(trifluoromethyl)phenyl)methyl)-2-methyl-1-(3-(methylsulfonyl)benzoyl)-2-azetidinecarboxamide